[O-]S(=O)(=O)C(F)(F)F.BrC1=C(C=C[S+]2CCCC2)C=CC=C1 1-(2-bromostyryl)tetrahydro-1H-thiophen-1-ium triflate